[SH3+].FC(C(C(C(F)(F)F)(F)F)(F)F)(S(=O)(=O)[O-])F perfluorobutylsulfonate, sulfonium salt